OC1CCN(CC1)C1=C(CN2CCN(CC2)C(=O)N2N=C(C=C2)C(=O)O)C=CC(=C1)C(F)(F)F 1-(4-(2-(4-hydroxypiperidin-1-yl)-4-(trifluoromethyl)benzyl)piperazine-1-carbonyl)-1H-pyrazole-3-carboxylic acid